6-oxo-5,6,7,8,9,10-hexahydrophenanthridine-3-carboxylic acid methyl ester COC(=O)C=1C=CC=2C=3CCCCC3C(NC2C1)=O